FC=1C=C(C=CC1OC)S(/C=C/CNC(=O)C=1C(NC=C2CCCCC12)=O)(=O)=NC N-[(2E)-3-[(3-fluoro-4-methoxyphenyl)(methylimino)oxo-λ6-sulfanyl]prop-2-en-1-yl]-3-oxo-2,3,5,6,7,8-hexahydroisoquinoline-4-carboxamide